{3-(4-fluorophenyl)-4-[6-(1-methyl-1H-imidazol-4-yl)furo[2,3-d]pyrimidin-4-yl]-1H-pyrazol-1-yl}-1λ6-thietane-1,1-dione FC1=CC=C(C=C1)C1=NN(C=C1C=1C2=C(N=CN1)OC(=C2)C=2N=CN(C2)C)C2S(CC2)(=O)=O